CN(C(OCC1=CC(=CC(=C1)C(F)(F)F)C(F)(F)F)=O)C1CCC2=CC=C(C=C12)\C=C\C(NOC1OCCCC1)=O 3,5-bis(trifluoromethyl)benzyl (E)-methyl(6-(3-oxo-3-(((tetrahydro-2H-pyran-2-yl)oxy)amino)prop-1-en-1-yl)-2,3-dihydro-1H-inden-1-yl)carbamate